(2,6-Bis(benzyloxy)-4-propylphenyl)boronic acid C(C1=CC=CC=C1)OC1=C(C(=CC(=C1)CCC)OCC1=CC=CC=C1)B(O)O